N4-(3-bromophenyl)-1,3,5-triazaspiro[5.5]undecane-1,3-diene-2,4-diamine BrC=1C=C(C=CC1)NC1=NC(=NC2(N1)CCCCC2)N